((3R,5R)-3-amino-5-fluoropiperidin-1-yl)(2-(3-ethyl-1-(3-hydroxy-3-methylbutyl)-2,3-dihydro-1H-pyrrolo[1,2,3-de]quinoxalin-5-yl)-7-methoxy-1-methyl-1H-benzo[d]imidazol-5-yl)methanon N[C@H]1CN(C[C@@H](C1)F)C(=O)C1=CC2=C(N(C(=N2)C2=CC=3C=4N2C(CN(C4C=CC3)CCC(C)(C)O)CC)C)C(=C1)OC